4-[1-(phenylsulfonyl)-2,3-dihydro-1H-pyrrolo[2,3-c]pyridin-4-yl]benzonitrile C1(=CC=CC=C1)S(=O)(=O)N1CCC=2C1=CN=CC2C2=CC=C(C#N)C=C2